OB1OC(C2=C1C=CC=C2)(C(=O)O)C2=CC=C(C=C2)OC 1-hydroxy-3-(4-methoxyphenyl)-1,3-dihydrobenzo[c][1,2]Oxaborole-3-carboxylic acid